6-(1-{4-[4-methylphenoxy]benzoyl}piperidin-4-yl)pyridazin-3-amine CC1=CC=C(OC2=CC=C(C(=O)N3CCC(CC3)C3=CC=C(N=N3)N)C=C2)C=C1